C1(CC1)C([C@@H](C(=O)NC1=NC(=C(C=C1)C=1C(=NC=CC1C(F)(F)F)C)F)NC(OCC1=CC=CC=C1)=O)C1CC1 benzyl N-[(1S)-1-(dicyclopropylmethyl)-2-[[6-fluoro-5-[2-methyl-4-(trifluoromethyl)-3-pyridyl]-2-pyridyl]amino]-2-oxo-ethyl]carbamate